(R)-5-fluoro-3-(1-(6-fluoro-3-(1H-imidazol-5-yl)pyrazolo[1,5-a]pyrimidin-5-yl)pyrrolidin-2-yl)pyridin-2-ol FC=1C=C(C(=NC1)O)[C@@H]1N(CCC1)C1=NC=2N(C=C1F)N=CC2C2=CN=CN2